ClC=1C=C(C=C2C=C(N=CC12)N)C=1C=NC=CC1CC 8-chloro-6-(4-ethylpyridin-3-yl)isoquinolin-3-amine